C(N)(OCC1C2CCC#CCCC12)=O bicyclo[6.1.0]non-4-yn-9-ylmethyl carbamate